3-isopentenyl-2,4,6-trihydroxybenzophenone C(CC(=C)C)C=1C(=C(C(=O)C2=CC=CC=C2)C(=CC1O)O)O